N1N=CC2=CC(=CC=C12)\C=C/1\C(N(C(=N1)N[C@H](CC(C)C)COC)C)=O (5Z)-5-(1H-Indazol-5-ylmethylene)-2-[[(1R)-1-(methoxymethyl)-3-methyl-butyl]amino]-3-methyl-imidazol-4-one